C(=C)OC(COC(=O)CCC(=O)O)CC 3-(2-vinyloxybutoxycarbonyl)propionic acid